C(C)OC(=O)C(CP(O)(=O)CC(CC(C)C)C(=O)OCC)CC(C)C Bis(2-(ethoxycarbonyl)-4-methylpentyl)phosphinic acid